C(C)(C)(C)OC(=O)N1CCC(CC1)C(=O)C1=C(N(C2=CN=CC=C21)C2=C(C=C(C=C2)F)C=2C=NC=CC2C(C)C)C.FC2=C(C=CC(=C2F)F)[C@@H]2NOCC2 (R)-3-(2,3,4-trifluorophenyl)isoxazolidine tert-Butyl-4-(1-(4-fluoro-2-(4-isopropylpyridin-3-yl)phenyl)-2-methyl-1H-pyrrolo[2,3-c]pyridine-3-carbonyl)piperidine-1-carboxylate